ClC1=C(C(=CC=C1)F)NC(C1=C(C=C(C(=C1)F)C=1OC(=C(N1)CO)CC)O[C@H](C(F)(F)F)C)=O (S)-N-(2-chloro-6-fluorophenyl)-4-(5-ethyl-4-(hydroxymethyl)oxazol-2-yl)-5-fluoro-2-((1,1,1-trifluoropropan-2-yl)oxy)benzamide